1-acetyl-4-({[1-(3,4-difluorophenyl)-1H-pyrazol-3-yl]methoxy}methyl)piperazine hydrochloride Cl.C(C)(=O)N1CCN(CC1)COCC1=NN(C=C1)C1=CC(=C(C=C1)F)F